(2S,4r)-N-[2-(5-chloroindol-1-yl)ethyl]-1-[(2S)-2-(4-cyclopropyl-triazol-1-yl)-3,3-dimethyl-butyryl]-4-hydroxy-pyrrolidine-2-carboxamide ClC=1C=C2C=CN(C2=CC1)CCNC(=O)[C@H]1N(C[C@@H](C1)O)C([C@H](C(C)(C)C)N1N=NC(=C1)C1CC1)=O